CC1=C(CNC(OC(C)(C)C)=O)C=CC(=C1)C1=NC=NN2C1=CC(=C2)B2OC(C(O2)(C)C)C tert-butyl (2-methyl-4-(6-(4,4,5-trimethyl-1,3,2-dioxaborolan-2-yl)pyrrolo[2,1-f][1,2,4]triazin-4-yl)benzyl)carbamate